2-[4-(hydroxymethyl)cyclohexyl]-7-isopropoxy-N-[2-oxo-1-[(1S,2R)-2-fluorocyclopropyl]-3-pyridyl]imidazo[1,2-a]pyrimidine-6-carboxamide OCC1CCC(CC1)C=1N=C2N(C=C(C(=N2)OC(C)C)C(=O)NC=2C(N(C=CC2)[C@@H]2[C@@H](C2)F)=O)C1